1-(3-(4-(4-isopropyl-5-(8-methoxy-[1,2,4]triazolo[1,5-a]pyridin-6-yl)-1H-pyrazol-3-yl)phenyl)azetidin-1-yl)-2-methylpropan-2-ol C(C)(C)C=1C(=NNC1C=1C=C(C=2N(C1)N=CN2)OC)C2=CC=C(C=C2)C2CN(C2)CC(C)(O)C